COC=1C=C(CN(C2=CC(=NC=C2)OCCN2CCOCC2)CC2=CC(=CC=C2)OC)C=CC1 N,N-bis(3-methoxybenzyl)-2-(2-morpholinoethoxy)pyridin-4-amine